1,3-dimethyl-3,4,5,6-tetrahydro-2(1H)-pyrimidinone tert-butyl(2-amino-4-fluoro-5-(4-morpholinopiperidin-1-yl)phenyl)carbamate C(C)(C)(C)N(C(O)=O)C1=C(C=C(C(=C1)N1CCC(CC1)N1CCOCC1)F)N.CN1C(N(CCC1)C)=O